N1C=C(CC1)O pyrrolin-3-ol